NC1CC=C(CC1)C=1C=C(SC1)C=1C=C(C=C(C1)C=1C(=NNC1C)N)S(=O)(=O)C1CC1 4-(5-(4-(4-aminocyclohex-1-en-1-yl)thiophen-2-yl)-3-(cyclopropylsulfonyl)phenyl)-5-methyl-1H-pyrazol-3-amine